(R)-5-((3,3-difluoropiperidine-4-yl)oxy)-4-methoxy-2-nitrobenzonitrile FC1(CNCC[C@H]1OC=1C(=CC(=C(C#N)C1)[N+](=O)[O-])OC)F